N1=C(N=CC=C1)N1C(C=2CCC3(OCCO3)CC2C=N1)=O 2-(pyrimidin-2-yl)-7,8-dihydro-2H-spiro[phthalazine-6,2'-[1,3]dioxolan]-1(5H)-one